C(C)(C)(C)C1=CC(=NN1)C(=O)N1CC2(C1)CN(C2)C(=O)C2CC2 (5-(tert-Butyl)-1H-pyrazol-3-yl)(6-(cyclopropanecarbonyl)-2,6-diazaspiro[3.3]heptan-2-yl)methanone